1-(2-(4-acetyl-phenyl)-3,3-difluoroallyl)hydrazine-1-carboxylic acid tert-butyl ester C(C)(C)(C)OC(=O)N(N)CC(=C(F)F)C1=CC=C(C=C1)C(C)=O